(2R,3R,4R,5S)-5-((4-(2-(2-(2-aminoethoxy)ethoxy)ethoxy)-6-(trifluoromethyl)pyrimidin-2-yl)amino)-2-((4-methylpiperazin-1-yl)methyl)tetrahydro-2H-pyran NCCOCCOCCOC1=NC(=NC(=C1)C(F)(F)F)N[C@H]1CC[C@@H](OC1)CN1CCN(CC1)C